O=C1N(C(C=C1)=O)CCCCC(=O)NCC1=CC(=C(C=C1)CO)[N+](=O)[O-] 5-(2,5-dioxo-2,5-dihydro-1H-pyrrol-1-yl)-N-(4-(hydroxymethyl)-3-nitrobenzyl)pentanoamide